O1CCN(CC1)C1=NC(=C2C=CC=NC2=C1)OC1CCC(CC1)NC(=O)C1=NC=NC=C1 N-((1s,4s)-4-((7-morpholino-1,6-naphthyridin-5-yl)oxy)cyclohexyl)pyrimidine-4-carboxamide